COC(=O)C1=C(N2C(C(S1)(F)F)C=CC(=C2)Br)C(=O)O 7-bromo-1,1-difluoro-1,9a-dihydropyrido[2,1-c][1,4]thiazine-3,4-dicarboxylic acid methyl ester